tert-Butyl 4-(7-(2-((tert-butoxycarbonyl)amino)-7-fluorobenzo[d]thiazol-4-yl)-6-chloro-3-cyano-2-((diphenylmethylene)amino)-8-fluoroquinolin-4-yl)piperazine-1-carboxylate C(C)(C)(C)OC(=O)NC=1SC2=C(N1)C(=CC=C2F)C2=C(C=C1C(=C(C(=NC1=C2F)N=C(C2=CC=CC=C2)C2=CC=CC=C2)C#N)N2CCN(CC2)C(=O)OC(C)(C)C)Cl